F[C@H]1CN(CC[C@H]1OC)C1=NC=CC(=N1)NC=1N=CC2=C(C=CC(=C2C1)[C@H]1[C@H](C1)NC(C#CC)=O)N1CC(C1)CS(=O)(=O)C N-((1S,2S)-2-(3-((2-((3S,4R)-3-fluoro-4-methoxypiperidin-1-yl)pyrimidin-4-yl)amino)-8-(3-((methylsulfonyl)methyl)azetidin-1-yl)isoquinolin-5-yl)cyclopropyl)but-2-ynamide